monomethyl 2,3-naphthalenedicarboxylate C1=C(C(=CC2=CC=CC=C12)C(=O)[O-])C(=O)OC